BrC(=C(C1=CC=C(C=C1)OC#N)C1=CC=C(C=C1)OC#N)Br dibromo-2,2-bis(4-cyanatophenyl)ethylene